FC(C1=NN=C(S1)C1=NC(=NC2=C(C=C(C=C12)S(=O)(=O)NC1(CC1)C)N1C[C@@H](N[C@H](C1)C)CO)C)F 4-(5-(difluoromethyl)-1,3,4-thiadiazol-2-yl)-8-((3R,5S)-3-(hydroxymethyl)-5-methylpiperazin-1-yl)-2-methyl-N-(1-methylcyclopropyl)quinazoline-6-sulfonamide